FC(COCCCN1N=C2C=C(C(=CC2=C1)NC(=O)C1=NC(=CC=C1)C(F)(F)F)C(=O)OC)(F)F methyl 2-[3-(2,2,2-trifluoroethoxy) propyl]-5-({[6-(trifluoromethyl) pyridin-2-yl] carbonyl} amino)-2H-indazole-6-carboxylate